COC=1C=C(CCC#N)C=CC1 3-methoxybenzyl-acetonitrile